ClC1=C(NC=2N=CC(=C(C21)C#N)C2=C(C(=CC=C2C)O)C)C=2C=NC(=NC2)N2CCS(CC2)(=O)=O (R)-3-chloro-2-(2-(1,1-dioxidothiomorpholino)pyrimidin-5-yl)-5-(3-hydroxy-2,6-dimethylphenyl)-1H-pyrrolo[2,3-b]pyridine-4-carbonitrile